N-(3-(1H-pyrazol-4-yl)phenyl)-6-(3-aminopiperidin-1-yl)pyridazin-3-amine N1N=CC(=C1)C=1C=C(C=CC1)NC=1N=NC(=CC1)N1CC(CCC1)N